C1(CC1)C=1OC2=C(C1)C=CC=C2OC 2-Cyclopropyl-7-methoxybenzofuran